1-(azepan-1-yl)dec-9-en-1-one N1(CCCCCC1)C(CCCCCCCC=C)=O